BrC=1C=C(C(=C(C1)CC(=O)O)C(C)(CCO[Si](C)(C)C(C)(C)C)C)OP(=O)(OC(C)C)OC(C)C 2-(5-bromo-2-(4-((tert-butyldimethylsilyl)oxy)-2-methylbutan-2-yl)-3-((diisopropoxyphosphoryl)oxy)phenyl)acetic acid